3-(2-{[4-chloro-3-(4-cyano-6-trifluoromethyl-pyridin-3-yl)-benzoyl]-methyl-amino}-phenoxy)-2,2-dimethyl-propionic acid ClC1=C(C=C(C(=O)N(C2=C(OCC(C(=O)O)(C)C)C=CC=C2)C)C=C1)C=1C=NC(=CC1C#N)C(F)(F)F